4-(3-fluoro-2-formylphenyl)piperazine-1-carboxylic acid tert-butyl ester C(C)(C)(C)OC(=O)N1CCN(CC1)C1=C(C(=CC=C1)F)C=O